ClC1=CC2=C(N(C(C(N2C)=O)=O)C2CCN(CC2)C2=NC=C(C=N2)C(=O)NCC2CC(CC2)O)N=C1 2-(4-(7-chloro-1-methyl-2,3-dioxo-2,3-dihydropyrido[2,3-b]pyrazin-4(1H)-yl)piperidine-1-yl)-N-((3-hydroxycyclopentyl)methyl)pyrimidine-5-carboxamide